NCCNC1=C(C=C2C(C(=CN(C2=C1)C1CC1)C(=O)O)=O)F 7-(2-aminoethylamino)-1-cyclopropyl-6-fluoro-4-oxoquinoline-3-carboxylic acid